C(C)N1N=CC(=C1C)NC1=NC2=CC(=CC=C2C=N1)N1C2CCC(C1=O)C2 2-{2-[(1-ethyl-5-methyl-1H-pyrazol-4-yl)amino]quinazolin-7-yl}-2-azabicyclo[2.2.1]heptan-3-one